(R)-N-(3-(1-((2-amino-5-(1-methyl-1H-pyrazol-4-yl)pyridin-3-yl)oxy)ethyl)phenyl)-3-(methylsulfonyl)-4-(trifluoromethyl)benzamide NC1=NC=C(C=C1O[C@H](C)C=1C=C(C=CC1)NC(C1=CC(=C(C=C1)C(F)(F)F)S(=O)(=O)C)=O)C=1C=NN(C1)C